BrC=1C2=C(N(C(CC1C=1OC(=NN1)C1CC1)=O)CC1=CC(=C(C=C1)C)F)C=C(C=C2)OC 5-bromo-4-(5-cyclopropyl-1,3,4-oxadiazol-2-yl)-1-(3-fluoro-4-methylbenzyl)-8-methoxy-1,3-dihydro-2H-benzo[b]azepin-2-one